tert-butyl rac-(2S,4R)-4-(cyclopropylmethyl)-2-phenyl-piperidine-1-carboxylate C1(CC1)C[C@H]1C[C@H](N(CC1)C(=O)OC(C)(C)C)C1=CC=CC=C1 |r|